NCCCOCC(=O)O (3-AMINO-PROPOXY)-ACETIC ACID